4-chloro-N-methyl-aniline ClC1=CC=C(NC)C=C1